C1(=CC=CC=C1)C(=O)C1=CC=2C(=CC=C3C=CC=NC23)N1 phenyl-(7H-pyrrolo[2,3-H]quinolin-8-yl)-methanone